COC1=C(C=CC=C1C=1N=NN(N1)C)NC1=C2C(=NC(=C1)NC1=NN(C=C1)C)NN(C2=O)C 4-((2-methoxy-3-(2-methyl-2H-tetrazol-5-yl)phenyl)amino)-2-methyl-6-((1-methyl-1H-pyrazol-3-yl)amino)-1,2-dihydro-3H-pyrazolo[3,4-b]pyridin-3-one